N1[C@@H](CC1)COC=1C=CC(=C(C(=O)NC2(CC2)C2=C3C=CC=NC3=CC(=C2)C=2C=CC=3N(C2)C=CN3)C1)C (S)-5-(Azetidin-2-ylmethoxy)-N-(1-(7-(imidazo[1,2-a]pyridin-6-yl)quinolin-5-yl)cyclopropyl)-2-methylbenzamide